CC(C)C1=NC=NC(=C1N1C(N=CC2=C1N=C(C=C2)C2=C(C=CC=C2)F)=O)C(C)C 1-(4,6-di(2-propanyl)-5-pyrimidinyl)-7-(2-fluorophenyl)pyrido[2,3-d]pyrimidin-2(1H)-one